O-methyl cyclohexanecarboxylate C1(CCCCC1)C(=O)OC